NC1=NC(=C2N=CN(C2=N1)[C@@H]1O[C@@H]([C@H]([C@]1(O)C)O)CO)N(C)C1CC1 (2R,3R,4R,5R)-2-(2-amino-6-(cyclopropyl-(methyl)amino)-9H-purin-9-yl)-5-(hydroxymethyl)-3-methyltetrahydrofuran-3,4-diol